3-ISOPROPOXYBUTYL ACETATE C(C)(=O)OCCC(C)OC(C)C